C(C)[SiH2]F ethyl-fluorosilane